Cl.FC(COCCN)F 2-(2,2-difluoroethoxy)ethylamine hydrochloride